bis(2-acryloyloxy ethyl) succinate C(CCC(=O)OCCOC(C=C)=O)(=O)OCCOC(C=C)=O